tert-butyl (2R)-4-(5-bromopyrimidin-2-yl)-2-(dimethylcarbamoyl)piperazine-1-carboxylate BrC=1C=NC(=NC1)N1C[C@@H](N(CC1)C(=O)OC(C)(C)C)C(N(C)C)=O